[(2S,6R)-6-[6-(dibenzoylamino)purin-9-yl]-2-(triisopropylsilyloxymethyl)-1,4-dioxan-2-yl]methyl benzoate C(C1=CC=CC=C1)(=O)OC[C@]1(O[C@H](COC1)N1C2=NC=NC(=C2N=C1)N(C(C1=CC=CC=C1)=O)C(C1=CC=CC=C1)=O)CO[Si](C(C)C)(C(C)C)C(C)C